NC1(CC1)CNC(=O)C1=NC(=CN=C1)C=1NC2=CC(=C(C=C2C1C)F)Cl N-((1-aminocyclopropyl)methyl)-6-(6-chloro-5-fluoro-3-methyl-1H-indol-2-yl)pyrazine-2-carboxamide